2-fluorophenyl piperazine-1-carboxylate N1(CCNCC1)C(=O)OC1=C(C=CC=C1)F